(7aS,10R)-2-chloro-3-fluoro-8,10-dimethyl-7a,8,9,10-tetrahydro-7H-indolo[7,1-fg][1,7]naphthyridine ClC=1C(=C2C=CN3C2=C(C2=C[C@H](CN([C@@H]2C3)C)C)C1)F